2-(4-benzhydrylpiperazin-1-yl)ethyl 5-[(4R,6R)-4,6-dimethyl-2-oxo-1,3,2λ5-dioxaphosphinan-2-yl]-2,6-dimethyl-4-(3-nitrophenyl)pyridine-3-carboxylate C[C@H]1OP(O[C@@H](C1)C)(=O)C=1C(=C(C(=NC1C)C)C(=O)OCCN1CCN(CC1)C(C1=CC=CC=C1)C1=CC=CC=C1)C1=CC(=CC=C1)[N+](=O)[O-]